4,4''-bis{(biphenyl-3-yl)-phenylamino}-1,1':4',1''-terphenyl C1(=CC(=CC=C1)N(C1=CC=C(C=C1)C1=CC=C(C=C1)C1=CC=C(C=C1)N(C1=CC=CC=C1)C=1C=C(C=CC1)C1=CC=CC=C1)C1=CC=CC=C1)C1=CC=CC=C1